CC1(CCC(CC1)C1=CC=C(C=C1)NC1=CC2=C(N=C(S2)N)C=C1)C N6-(4-(4,4-dimethylcyclohexyl)phenyl)benzo[d]thiazole-2,6-diamine